5-[4-[[[6-[cyclopropyl-[[4-(trifluoromethyl)phenyl]methyl]amino]-5-fluoro-pyrimidin-4-yl]amino]methyl]phenyl]-5-methyl-imidazolidine-2,4-dione C1(CC1)N(C1=C(C(=NC=N1)NCC1=CC=C(C=C1)C1(C(NC(N1)=O)=O)C)F)CC1=CC=C(C=C1)C(F)(F)F